C[Si]([Si](Cl)(C)C)(Cl)Cl 1,2,2-trimethyl-1,1,2-trichlorodisilane